C(#N)CC1=NC2=C(N(C(C(=C2N2C[C@H](N(C[C@@H]2C)C(=O)OC(C)(C)C)C)F)=O)C)N1C tert-butyl (2R,5S)-4-(2-(cyanomethyl)-6-fluoro-3,4-dimethyl-5-oxo-4,5-dihydro-3H-imidazo[4,5-b]pyridin-7-yl)-2,5-dimethylpiperazine-1-carboxylate